C(C)(=O)N1C=C(CCC1)C1=CC2=C(N=CN=C2C=2C(=NN(C2)C2S(CC2)(=O)=O)C2=CC=C(C=C2)F)O1 {4-[6-(1-acetyl-1,4,5,6-tetrahydropyridin-3-yl)furo[2,3-d]pyrimidin-4-yl]-3-(4-fluorophenyl)-1H-pyrazol-1-yl}-1λ6-thietane-1,1-dione